1-(Boc-aminoacetyl)piperazine C(=O)(OC(C)(C)C)C(C(=O)N1CCNCC1)N